O[C@@H]1C[C@H](N(C1)C([C@H](C(C)C)C1=CC=NO1)=O)C(N[C@@H](C)C1=CC=C(C=C1)C1=C(N=CS1)C)=O 5-[(2R)-1-[(2S,4R)-4-hydroxy-2-{[(1S)-1-[4-(4-methyl-1,3-thiazol-5-yl)phenyl]ethyl]carbamoyl}pyrrolidin-1-yl]-3-methyl-1-oxobutan-2-yl]-1,2-oxazol